O1C=N[C@H]2[C@@H]1CC=1C=CC=CC12 (3aR,8aS)-3a,8a-dihydro-8H-indeno[1,2-d]oxazole